ClC1=C(C(=CC(=C1)C#N)F)NC=1N(C2=NC(=NC=C2N1)N[C@@H]1[C@@H](COCC1)F)C1CCC(CC1)C(=O)N (1R,4s)-4-(8-(2-chloro-4-cyano-6-fluorophenylamino)-2-((3S,4S)-3-fluorotetrahydro-2H-pyran-4-ylamino)-9H-purin-9-yl)cyclohexanecarboxamide